6-((S)-cyclopropyl((1-methylcyclobutyl)amino)methyl)-2-(3-((R)-(4-methyl-4H-1,2,4-triazol-3-yl)(oxetan-3-yl)methyl)phenyl)-4-(trifluoromethyl)isoindolin-1-one C1(CC1)[C@@H](C1=CC(=C2CN(C(C2=C1)=O)C1=CC(=CC=C1)[C@@H](C1COC1)C1=NN=CN1C)C(F)(F)F)NC1(CCC1)C